1-((7-bromo-1-(oct-2-yn-1-yloxy)heptyl)oxy)oct-2-yne BrCCCCCCC(OCC#CCCCCC)OCC#CCCCCC